5-(7-bromo-2-chloro-6,8-difluoro-quinazolin-4-yl)-N,N-dimethyl-4,6,7,8-tetrahydropyrazolo[1,5-a][1,4]diazepine-2-carboxamide BrC1=C(C=C2C(=NC(=NC2=C1F)Cl)N1CC=2N(CCC1)N=C(C2)C(=O)N(C)C)F